4-amino-N-(1,1-dimethylpropan-2-ynyl)pyridine-2-carboxamide NC1=CC(=NC=C1)C(=O)NC(C#C)(C)C